O=C1NC(CCC1N1C(C2=CC=CC(=C2C1)C#CCCNC(=O)C1=CC=C(C=N1)C=1N=CC2=C(C=CC=C2C1)C1=NC=2N(C(=C1)C(C)C)N=CC2C(=O)NC)=O)=O 5-(3-(6-((4-(2-(2,6-Dioxopiperidin-3-yl)-1-oxoisoindolin-4-yl)but-3-yn-1-yl)carbamoyl)pyridin-3-yl)isoquinolin-8-yl)-7-isopropyl-N-methylpyrazolo[1,5-a]pyrimidine-3-carboxamide